5-((tert-butoxycarbonyl)amino)-6-methylnicotinic acid C(C)(C)(C)OC(=O)NC=1C(=NC=C(C(=O)O)C1)C